NC1=C(C=CC(=C1F)N(CC#C)CC1=CC=C(C=C1)F)NC(OCC)=O ethyl (2-amino-3-fluoro-4-((4-fluorobenzyl)(prop-2-yn-1-yl)amino)phenyl)carbamate